OC1=C(C=2C(C3=CC=CC=C3C(C2C=C1C(=O)N1CCOCC1)=O)=O)O dihydroxy-3-(morpholine-4-carbonyl)anthracene-9,10-dione